BrC1=C(CCC2=NC=3N(C(N(C(C3N2CCCl)=O)CC#C)=O)CCCCP(O)(O)=O)C=CC=C1 (4-(8-(2-Bromophenethyl)-7-(2-chloroethyl)-2,6-dioxo-1-(prop-2-yn-1-yl)-1,2,6,7-tetrahydro-3H-purin-3-yl)butyl)phosphonic acid